trans-3-aza-bicyclo[3.1.0]hexane-1-carboxylic acid [C@]12(CNC[C@@H]2C1)C(=O)O